C1(CC1)S(=O)(=O)C=1C=CC(=C(C1)C1=NN(C=C1NC(=O)C=1C=NN2C1N=CC=C2)C)OC(F)F N-(3-(5-(cyclopropylsulfonyl)-2-(difluoromethoxy)phenyl)-1-methyl-1H-pyrazol-4-yl)pyrazolo[1,5-a]pyrimidine-3-carboxamide